O=C1NC(CCC1N1C(N(C2=C1C=CC=C2)C2CCN(CC2)CC(=O)OC(C)(C)C)=O)=O tert-butyl 2-[4-[3-(2,6-dioxo-3-piperidyl)-2-oxo-benzimidazol-1-yl]-1-piperidyl]acetate